2-(((1R)-1-(3,7-dimethyl-4-oxo-2-(((tetrahydrofuran-3-yl)methyl)amino)-4H-pyrido[1,2-a]pyrimidin-9-yl)ethyl)amino)benzoic acid CC1=C(N=C2N(C1=O)C=C(C=C2[C@@H](C)NC2=C(C(=O)O)C=CC=C2)C)NCC2COCC2